OC[C@H]1O[C@H]([C@@H]([C@H]([C@H]1O)N1N=NC(=C1)C1=CC(=C(C(=C1)F)F)F)O)SC (2R,3R,4S,5R,6S)-2-(hydroxymethyl)-6-(methylthio)-4-(4-(3,4,5-trifluorophenyl)-1H-1,2,3-triazol-1-yl)tetrahydro-2H-pyran-3,5-diol